(R)-2-O-Sulfolactate S(=O)(=O)(O)O[C@@H](C(=O)[O-])C